C(C)(=O)NC=1C(=NC=C(C1)C1=CC(=CC=C1)OC)C(=O)NCCOCCNCC(=O)N1CCN(CC1)C(C1=C(C=CC(=C1)CC1=NNC(C2=CC=CC=C12)=O)F)=O 3-acetamido-N-[2-[2-[[2-[4-[2-fluoro-5-[(4-oxo-3H-phthalazin-1-yl)methyl]benzoyl]piperazin-1-yl]-2-oxo-ethyl]amino]ethoxy]ethyl]-5-(3-methoxyphenyl)pyridine-2-carboxamide